(8H)-quinoline N1=CC=CC=2C=CCCC12